2-butyl-N-{8-fluoro-2-methylimidazo[1,2-a]pyridin-6-yl}-4-(piperazin-1-yl)indazole-7-carboxamide trifluoroacetic acid salt FC(C(=O)O)(F)F.C(CCC)N1N=C2C(=CC=C(C2=C1)N1CCNCC1)C(=O)NC=1C=C(C=2N(C1)C=C(N2)C)F